(R)-9-oxo-8-(5-(2-phenoxyphenyl)-1H-pyrazol-3-yl)octahydro-2H-pyrazino[1,2-a]pyrazine-2-carbonitrile O=C1N(CCN2[C@@H]1CN(CC2)C#N)C2=NNC(=C2)C2=C(C=CC=C2)OC2=CC=CC=C2